(E)-2-(((3,3-dimethylpent-2-ylidene)amino)oxy)acetic acid CC(\C(\C)=N\OCC(=O)O)(CC)C